5-(2,6-dichloro-4-nitrophenoxy)-3-isopropyl-2-methoxypyridine ClC1=C(OC=2C=C(C(=NC2)OC)C(C)C)C(=CC(=C1)[N+](=O)[O-])Cl